C(C)(C)(C)[Si](OCC1=CC2=C(CCO2)C(=C1B1OC(C(O1)(C)C)(C)C)OCOCC[Si](C)(C)C)(C)C tert-butyl-dimethyl-[[5-(4,4,5,5-tetramethyl-1,3,2-dioxaborolan-2-yl)-4-(2-trimethylsilylethoxymethoxy)-2,3-dihydrobenzofuran-6-yl]methoxy]silane